2-((6aR,8R)-6a-(difluoromethyl)-8-((5-vinylpyridin-2-yl)oxy)-5,6,6a,7,8,9-hexahydropyrrolo[1',2':4,5]pyrazino[2,3-c]pyridazin-2-yl)phenol FC([C@]12N(C=3C(=NN=C(C3)C3=C(C=CC=C3)O)NC1)C[C@@H](C2)OC2=NC=C(C=C2)C=C)F